N-[5-(5-chloro-2-thienyl)thiazol-2-yl]-8-oxo-6,7-dihydro-5H-indolizine-5-carboxamide ClC1=CC=C(S1)C1=CN=C(S1)NC(=O)C1N2C=CC=C2C(CC1)=O